C(CCC\C=C/CC)OC(CCC(=O)OCCCCCCN(CCCCCCCCCC(=O)OCCCCCCCCC)CCO)OCCCC\C=C/CC nonyl 10-((6-((4,4-bis(((Z)-oct-5-en-1-yl)oxy)butanoyl)oxy)hexyl)(2-hydroxyethyl)amino)decanoate